C(C)(C)(C)C1=NN(C(=C1O)C)C(C)C 3-tert-butyl-4-hydroxy-5-methyl-1-isopropyl-pyrazole